5-[(5R)-3-bromo-4,5-dihydroisoxazol-5-yl]-N-methyl-6-[[5-(trifluoromethyl)-2-pyridyl]amino]pyridine-3-sulfonamide BrC1=NO[C@H](C1)C=1C=C(C=NC1NC1=NC=C(C=C1)C(F)(F)F)S(=O)(=O)NC